tert-Butyl-{2-[(3S,5S,8R,9S,10S,13R,14S,17R)-17-((R)-1,5-dimethylhexyl)-10,13-dimethylhexadecahydro-cyclopenta[a]phenanthrene-3-yloxy]-ethoxy}-dimethylsilane C(C)(C)(C)[Si](C)(C)OCCO[C@H]1CC[C@@]2([C@H]3CC[C@@]4([C@H](CC[C@H]4[C@@H]3CC[C@H]2C1)[C@@H](CCCC(C)C)C)C)C